N1=C(C=CC=C1)C(=O)N 2-pyridoylamine